OCCCCC(=O)OC 1-Hydroxy-5-methoxy-5-oxopentan